7,9-Dibromo-2-Tribromomethyl-5-Trichloromethyl-1,3,4,6,9b-Pentaazaphenalene BrC=1C2=NC(=NC3=NC(=NC(=C(C1)Br)N32)C(Br)(Br)Br)C(Cl)(Cl)Cl